FC1(C(NC2(C1=O)CCC(CC2)(F)F)=O)F 3,3,8,8-tetrafluoro-1-azaspiro[4.5]decane-2,4-dione